5-chloro-N-(1-((2-(2,6-dioxopiperidin-3-yl)-1,3-dioxoisoindolin-4-yl)oxy)-2-oxo-6,9,12-trioxa-3-azatetradecan-14-yl)-3-phenyl-1H-indole-2-carboxamide ClC=1C=C2C(=C(NC2=CC1)C(=O)NCCOCCOCCOCCNC(COC1=C2C(N(C(C2=CC=C1)=O)C1C(NC(CC1)=O)=O)=O)=O)C1=CC=CC=C1